Cl.N[C@H]1[C@H](CCC1)NC(=O)C1=CN(CCS1)C1=C2C(=NC=C1)NC=C2C N-((1S,2R)-2-aminocyclopentyl)-4-(3-methyl-1H-pyrrolo[2,3-b]pyridin-4-yl)-3,4-dihydro-2H-1,4-thiazine-6-carboxamide hydrochloride